5-Chloro-3-(6-(3-cyclopentyl-2-oxoimidazolin-1-yl)-2-azabicyclo[2.2.1]heptane-2-yl)-1,2,4-Triazine-6-carbonitrile ClC=1N=C(N=NC1C#N)N1C2C(CC(C1)C2)N2C(N(CC2)C2CCCC2)=O